N-(3-methoxybenzyl)-N-(4-(4-methylpiperazin-1-yl)benzyl)-4-(2-morpholinoethyl)oxazol-2-amine COC=1C=C(CN(C=2OC=C(N2)CCN2CCOCC2)CC2=CC=C(C=C2)N2CCN(CC2)C)C=CC1